Boc-piperid-4-one C(=O)(OC(C)(C)C)N1CCC(CC1)=O